C1(CCC1)CN1C(N(CC12CCC(CC2)(C2=CC=CC=C2)N(C)C)C2=NC=CN=C2)=O 1-(cyclobutyl-methyl)-8-dimethylamino-8-phenyl-3-pyrazin-2-yl-1,3-diazaspiro[4.5]decan-2-one